C(CCCCCCCC)SCCN1CC(CCC1)C(=O)O 1-[2-(nonylsulfanyl)ethyl]piperidine-3-carboxylic acid